3-((4-(bis(tert-butoxycarbonyl)amino)-1-(2-((tert-butoxycarbonyl)oxy)-2-methylpropyl)-2-butyl-1H-imidazo[4,5-c]quinolin-7-yl)methyl)benzoic acid C(C)(C)(C)OC(=O)N(C1=NC=2C=C(C=CC2C2=C1N=C(N2CC(C)(C)OC(=O)OC(C)(C)C)CCCC)CC=2C=C(C(=O)O)C=CC2)C(=O)OC(C)(C)C